N-(8-(methylamino)-5-(5-methylthiazol-2-yl)-2,7-naphthyridin-3-yl)cyclopropanecarboxamide CNC=1N=CC(=C2C=C(N=CC12)NC(=O)C1CC1)C=1SC(=CN1)C